4-amino-2,3,5,6-tetramethylbenzenethiol NC1=C(C(=C(C(=C1C)C)S)C)C